6-amino-2-cyclohexylisoindol-1-one NC1=CC=C2CN(C(C2=C1)=O)C1CCCCC1